(R)-4-amino-3-fluoro-2-methylbutan-2-ol NC[C@H](C(C)(O)C)F